N-(4-(4,4-difluorocyclohexyl)pyrimidin-2-yl)-4-(((2-hydroxyethyl)sulfonyl)methyl)-2-(6-azaspiro[2.5]octan-6-yl)benzamide FC1(CCC(CC1)C1=NC(=NC=C1)NC(C1=C(C=C(C=C1)CS(=O)(=O)CCO)N1CCC2(CC2)CC1)=O)F